[Si](C1=CC=CC=C1)(C1=CC=CC=C1)(C(C)(C)C)OC1=C(C(=CC=C1)F)C=1C=C2C(=NN=C(C2=CC1Cl)N1CCNCC1)C1CCCC1 6-(2-((tert-butyldiphenylsilyl)oxy)-6-fluorophenyl)-7-chloro-4-cyclopentyl-1-(piperazin-1-yl)phthalazine